N-(1-(difluoromethyl)-1H-pyrazol-3-yl)-6-isopropoxy-2-(tetrahydro-2H-pyran-2-yl)-2H-indazole-5-carboxamide FC(N1N=C(C=C1)NC(=O)C1=CC2=CN(N=C2C=C1OC(C)C)C1OCCCC1)F